C(=O)(O)COC1=C(C=CC(=C1)OCC=C(C)C)C(/C=C/C1=CC=C(C(=O)O)C=C1)=O 4-[(E)-3-[2-(Carboxymethoxy)-4-(3-methylbut-2-enoxy)phenyl]-3-oxoprop-1-enyl]benzoic acid